C(CCC)OC1=CC=C(C=C1)C=1SC2=C(C(=CC(N2C1C(=O)O)=O)CC1=CC=CC2=CC=CC=C12)C1CC1 8-(p-Butoxyphenyl)-5-cyclopropyl-4-[(1-naphthyl)methyl]-2-oxo-7-thia-1-azabicyclo[4.3.0]nona-3,5,8-triene-9-carboxylic acid